C(#C)C1=CC(=C2C=CC=NC2=C1)C1(CC1)C=1C(=C(C(=O)N)C=CC1)C (1-(7-ethynylquinolin-5-yl)cyclopropyl)-2-methylbenzamide